C1(=CC=CC=C1)CCC(CC#N)C 5-phenyl-3-methylpentanenitrile